C1(CCCC1)C1C(CCC1)=O 2-cyclopentylcyclopentanone